CN1N=CC=2N=CN=C(C21)NCC2=CC=C(C=C2)P(O)(O)=O 4-[([1-methylpyrazolo[4,3-d]pyrimidin-7-yl]amino)methyl]phenyl-phosphonic acid